COCC(C(=O)O)NC 3-METHOXY-2-(METHYLAMINO)PROPANOIC ACID